C(#N)C1(CC1)NS(=O)(=O)C=1C=C(C=2N(C1)C(=CN2)C=2SC(=NN2)C(F)F)N2C[C@@H](OC[C@@H]2CC)C N-(1-cyanocyclopropyl)-3-(5-(difluoromethyl)-1,3,4-thiadiazol-2-yl)-8-((2S,5S)-5-ethyl-2-methylmorpholino)imidazo[1,2-a]pyridine-6-sulfonamide